CC1=NC2=CC=C(C(=C2NC1=O)C)CN1CCN(CC1)C=1C=CC(=NC1C)C(=O)NC([2H])([2H])[2H] 5-(4-((2,5-Dimethyl-3-oxo-4H-quinoxalin-6-yl)methyl)piperazin-1-yl)-6-methyl-N-(methyl-d3)pyridine-2-carboxamide